N-(2,4-Difluoro-3-(3-(1-methyl-1H-pyrazol-4-yl)-1H-pyrazolo[3,4-c]pyridin-5-yl)benzyl)cyclopropanamine FC1=C(CNC2CC2)C=CC(=C1C=1C=C2C(=CN1)NN=C2C=2C=NN(C2)C)F